ClC1=NN(C2=CC=C(C=C12)COC1=CC(=C2C=C(COC2=C1)C=O)F)CC(C)C 7-(3-chloro-1-isobutyl-1H-indazol-5-ylmethoxy)-5-fluoro-2H-chromene-3-carbaldehyde